ClC1=C(C2=C(N(C(O[C@@]23CNCCC3)=O)C(=O)C=3NC=C(N3)CC=3C=NC=CC3)C=C1)F (R)-6-Chloro-5-fluoro-1-(4'-(pyridin-3-ylmethyl)-1H-imidazole-2-carbonyl)spiro[benzo[d][1,3]oxazine-4,3'-piperidin]-2(1H)-one